ClC1=C(OC=2C=C3C4=C(NC3=CC2)C(NCC4(C)C)C(=O)N)C(=CC(=C1)[N+](=O)[O-])Cl 6-(2,6-Dichloro-4-nitrophenoxy)-4,4-dimethyl-2,3,4,9-tetrahydro-1H-pyrido[3,4-b]indole-1-carboxamide